1-Methyl-6-[5-((S)-2-[1,2,4]triazol-1-ylmethyl-pyrrolidin-1-yl)-pyridin-3-yl]-3,4-dihydro-1H-quinolin-2-one CN1C(CCC2=CC(=CC=C12)C=1C=NC=C(C1)N1[C@@H](CCC1)CN1N=CN=C1)=O